C1(CC1)N1N=CC(=C1)NC1=NC=C(C(=N1)C=1C(=C(C(=O)O)C=CC1)F)F (2-((1-cyclopropyl-1H-pyrazol-4-yl)amino)-5-fluoropyrimidin-4-yl)-2-fluorobenzoic acid